C1(=CC=CC=C1)C1=NN(C=C1)C=1N=C(C2=C(N1)C=CN=C2)N2CCOCC2 4-(2-(3-phenyl-1H-pyrazol-1-yl)pyrido[4,3-d]pyrimidin-4-yl)morpholine